NC=1C=NN(C1N)CC1=CC=C(C=C1)Cl 4,5-diamino-1-((4-chlorophenyl)methyl)-1H-pyrazole